N-methyl-1,1-dioxo-N-[(1S)-2,2,2-trifluoro-1-(4-{4-methoxy-2,3,7,10-tetraazatricyclo[7.4.0.02,6]trideca-1(9),3,5,7-tetraen-10-yl}phenyl)ethyl]-1λ6-thiane-4-carboxamide CN(C(=O)C1CCS(CC1)(=O)=O)[C@H](C(F)(F)F)C1=CC=C(C=C1)N1C=2C=NC3=CC(=NN3C2CCC1)OC